FC1=C(C(=CC=C1)C)N1N=C2C(=CC1=O)NN=C2C2=CC=C(C=C2)N2[C@H]1CN([C@@H](C2)C1)C 5-(2-Fluoro-6-methylphenyl)-3-(4-((1R,4R)-5-methyl-2,5-diazabicyclo[2.2.1]heptan-2-yl)phenyl)-1H-pyrazolo[4,3-c]pyridazin-6(5H)-on